N-(3'-(5-(2,6-diazaspiro[3.3]heptane-2-ylmethyl)-6-methoxypyridin-2-yl)-2,2'-dichloro-[1,1'-biphenyl]-3-yl)-1,5-dimethyl-4,5,6,7-tetrahydro-1H-imidazo[4,5-c]pyridine-2-carboxamide C1N(CC12CNC2)CC=2C=CC(=NC2OC)C=2C(=C(C=CC2)C2=C(C(=CC=C2)NC(=O)C=2N(C1=C(CN(CC1)C)N2)C)Cl)Cl